C(C)(C)C1=CC=C(C=C1)C=1N=C2N(C=CC=C2)C1CN1CC2C(C1)CNC2 5-{[2-(4-Isopropylphenyl)imidazo[1,2-a]pyridin-3-yl]methyl}hexahydropyrrolo[3,4-c]pyrrol